1-[(3S)-3-({5-[2-(difluoromethyl)-1-methyl-1H-imidazol-4-yl]-6-methylpyridin-2-yl}amino)pyrrolidin-1-yl]-2-(3,4-difluorophenyl)ethan-1-one FC(C=1N(C=C(N1)C=1C=CC(=NC1C)N[C@@H]1CN(CC1)C(CC1=CC(=C(C=C1)F)F)=O)C)F